(2R,4S)-1-((benzyloxy)carbonyl)-4-hydroxypyrrolidine-2-carboxylic acid C(C1=CC=CC=C1)OC(=O)N1[C@H](C[C@@H](C1)O)C(=O)O